C(C=C)(=O)N1CC(N(CC1)C=1C2=C(N(C(N1)=O)C=1C(=NC=CC1C)C(C)C)N=C(C(=C2)C2CC2)C2=C(C=CC(=C2)O)F)C 4-(4-acryloyl-2-methylpiperazin-1-yl)-6-cyclopropyl-7-(2-fluoro-5-hydroxyphenyl)-1-(2-isopropyl-4-methylpyridin-3-yl)pyrido[2,3-d]pyrimidin-2(1H)-one